OC1(CC(C1)C(=O)N1CC2(C1)C[C@H](CC2)CC2=CC=C(C=C2)OC)C |r| (rac)-((1s,3s)-3-hydroxy-3-methylcyclobutyl)(6-(4-methoxybenzyl)-2-Azaspiro[3.4]Oct-2-yl)methanone